((2S,3R,4R)-4-(3,4-dimethoxybenzyl)-2-(3,4,5-trimethoxyphenyl)tetrahydrofuran-3-yl)methyl-2-methylbut-2-enoate COC=1C=C(C[C@@H]2[C@@H]([C@H](OC2)C2=CC(=C(C(=C2)OC)OC)OC)COC(C(=CC)C)=O)C=CC1OC